C1(CC1)C1=NN(C=C1NC1=NC(=NC=C1C(=O)N)NC1=C(C=C2CCN(CC2=C1)C)OC)C 4-((3-cyclopropyl-1-methyl-1H-pyrazol-4-yl)amino)-2-((6-methoxy-2-methyl-1,2,3,4-tetrahydroisoquinolin-7-yl)amino)pyrimidine-5-carboxamide